The molecule is an organic anion obtained by deprotonation of one of the hydroxy groups of (S)-demethyl-4-deoxygadusol. It is the major microspecies at pH 7.3 (according to Marvin v 6.2.0.). It is a conjugate base of a (S)-demethyl-4-deoxygadusol. C1C(=C(C(=O)C[C@]1(CO)O)[O-])O